C1(CCC1)C(C(F)(F)C=1C(=C(C=CC1)[C@@H](C)NC(OC(C)(C)C)=O)F)=O tert-butyl {(1R)-1-[3-(2-cyclobutyl-1,1-difluoro-2-oxoethyl)-2-fluorophenyl]ethyl}carbamate